3,5-dichloro-2-nitrotoluene ClC=1C(=C(C)C=C(C1)Cl)[N+](=O)[O-]